FC(OC1=CC=C(C=N1)OCC=1N=C(OC1)C(=O)O)(F)F 4-(((6-(trifluoromethoxy)pyridin-3-yl)oxy)methyl)oxazole-2-carboxylic acid